NC(C)C1=C(C(=C(C#N)C(=C1)Cl)C1CNC(C1)=O)OCC 4-(1-aminoethyl)-6-chloro-3-ethoxy-2-(5-oxopyrrolidin-3-yl)benzonitrile